C1(=C(C=CC=C1)C1=CC(OC2=CC(=CC=C12)OC(C(=O)N1CC(CCC1)S(=O)(=O)O)C)=O)C 1-[2-[4-(o-tolyl)-2-oxo-chromen-7-yl]oxypropanoyl]piperidine-3-sulfonic acid